(S)-(+)-2-methyl-2-propanesulfinamide CC(C)(C)[S@](=O)N